C(#N)C=1C=C2C(=NC1)N(C=C2)C2=CC(=C(C=N2)C2=NN=C(S2)C2CN(CC2)C(=O)OC(C)(C)C)NC tert-Butyl 3-(5-(6-(5-cyano-1H-pyrrolo[2,3-b]pyridin-1-yl)-4-(methylamino)pyridin-3-yl)-1,3,4-thiadiazol-2-yl)pyrrolidine-1-carboxylate